2-(2-methoxy-4,6-dimethyl-phenyl)-5-(1-methyl-3,6-dihydro-2H-pyridin-5-yl)thiazolo[4,5-b]pyridine COC1=C(C(=CC(=C1)C)C)C=1SC=2C(=NC(=CC2)C2=CCCN(C2)C)N1